BrC=1C=C(C=CC1F)N1C(=NOC1=O)C1=NON=C1SC1CN(CCC1)S(=O)(=O)C 4-(3-bromo-4-fluorophenyl)-3-(4-((1-(methylsulfonyl)piperidin-3-yl)thio)-1,2,5-oxadiazol-3-yl)-1,2,4-oxadiazol-5(4H)-one